3-bromo-2,2-dimethyl-7-nitrochroman-4-ol BrC1C(OC2=CC(=CC=C2C1O)[N+](=O)[O-])(C)C